hex-2-en-6-yl benzoate C(C1=CC=CC=C1)(=O)OCCCC=CC